BrC1=CC=C2C(C(C=3C=CC=C1C32)N3C(NC(CC3)=O)=O)=O 1-(5-bromo-2-oxo-1,2-dihydroacenaphthylen-1-yl)dihydropyrimidine-2,4(1H,3H)-dione